(S)-(-)-1-Methyl-2-pyrrolidinemethanol CN1CCC[C@H]1CO